C(CCCCCCCCCCC)(=O)N[C@@H](CCC(=O)[O-])C(=O)[O-].[Na+].[Na+] sodium N-lauroylglutamate